ClC1=NC=C(C(=O)NC([2H])([2H])[2H])C(=C1)NC1=NC=CC2=C1N(CC=1N2N=C(C1)C)C 6-chloro-4-((2,5-dimethyl-4,5-dihydropyrazolo[1,5-a]pyrido[3,4-e]pyrazin-6-yl)amino)-N-(methyl-d3)nicotinamide